methyl 3-((2-((S)-1-amino-2,2-dicyclopropylethyl)imidazo[1,2-b]pyridazin-6-yl)methyl)-2-oxopiperidine-3-carboxylate N[C@@H](C(C1CC1)C1CC1)C=1N=C2N(N=C(C=C2)CC2(C(NCCC2)=O)C(=O)OC)C1